OC1=C(C=CC(=C1)O)C(=O)OC methyl 2,4-dihydroxyphenyl-carboxylate